ClC1=C(C(=C(C=C1OC)OC)Cl)C1=NC(=C2C=C(N=CC2=C1)N[C@H]1[C@H](CN(C1)C=1C=NN(C1)C)NC(C=C)=O)NCC1OCCC1 N-((3S,4R)-4-((7-(2,6-dichloro-3,5-dimethoxyphenyl)-5-(((tetrahydrofuran-2-yl)methyl)amino)-2,6-naphthyridin-3-yl)amino)-1-(1-methyl-1H-pyrazol-4-yl)pyrrolidin-3-yl)acrylamide